C(C)(C)N1N=CC2=CC(=CC=C12)C1=C(NC2=C1C=1N(C(NCC1C=N2)=O)[C@H]2C[C@@H](CC2)NC(OCC(C)C)=O)C=2C=NN(C2)C isobutyl ((1R,3R)-3-(9-(1-isopropyl-1H-indazol-5-yl)-8-(1-methyl-1H-pyrazol-4-yl)-2-oxo-2,3,4,7-tetrahydro-1H-pyrrolo[3',2':5,6]pyrido[4,3-d]pyrimidin-1-yl)cyclopentyl)carbamate